(2-thiophenecarboxamido)benzopyran S1C(=CC=C1)C(=O)NC1OC2=C(C=C1)C=CC=C2